tert-butyl N-[(1S)-1-[3-(5-cyano-2-pyridyl)pyrazin-2-yl]ethyl]carbamate C(#N)C=1C=CC(=NC1)C=1C(=NC=CN1)[C@H](C)NC(OC(C)(C)C)=O